(S)-Methyl 2-(2-chloro-4-((5-(((S)-1-(3-isopropylphenyl)ethyl)carbamoyl)-2,3-dimethyl-1H-indol-1-yl)methyl)phenoxy)propanoate ClC1=C(O[C@H](C(=O)OC)C)C=CC(=C1)CN1C(=C(C2=CC(=CC=C12)C(N[C@@H](C)C1=CC(=CC=C1)C(C)C)=O)C)C